O=C([C@H](C[C@H]1C(NCC1)=O)NC(=O)[C@H]1N(CC2(CC2)C1)C(C(C(C(C([2H])([2H])[2H])([2H])[2H])([2H])[2H])([2H])[2H])=O)COC(F)(F)F (S)-N-((S)-3-oxo-1-((S)-2-oxopyrrolidin-3-yl)-4-(trifluoromethoxy)butan-2-yl)-5-(pentanoyl-d9)-5-azaspiro[2.4]heptane-6-carboxamide